N1(CCNCC1)C1=CC=C(C=C1)C=1C=C(C=CC1)N([C@@H](CC1=CC=CC=C1)C(=O)O)C 3-[4-(piperazin-1-yl)phenyl]phenyl-N-methyl-L-phenylalanine